4-methyl-phenyl 7-methyl-pyrrolo[1,2-c]pyrimidin-3-yl sulfone CC1=CC=C2N1C=NC(=C2)S(=O)(=O)C2=CC=C(C=C2)C